N[C@H](C(=O)NC)CCN(C(CO)=O)[C@H](C(C)(C)C)C=1N(C=C(C1)C1=C(C=CC(=C1)F)F)CC1=CC=CC=C1 (2S)-2-amino-4-[{(1R)-1-[1-benzyl-4-(2,5-difluorophenyl)-1H-pyrrol-2-yl]-2,2-dimethylpropyl}(hydroxyacetyl)amino]-N-methylbutanamide